3-tert-butyl 6-ethyl (1R,5S,6s)-3-azabicyclo[3.1.0]hexane-3,6-dicarboxylate [C@H]12CN(C[C@@H]2C1C(=O)OCC)C(=O)OC(C)(C)C